Pyridine-6-carboxylic acid propyl ester C(CC)OC(=O)C1=CC=CC=N1